(S)-4-(3-amino-2-(dimethylamino)propyl)-3-chloro-2-fluorophenol NC[C@H](CC1=C(C(=C(C=C1)O)F)Cl)N(C)C